ClC1=NN(C(=C1)C(=O)C=1C=NN(C1)CC)C1=C(C=O)C=C(C=C1)F 2-(3-chloro-5-(1-ethyl-1H-pyrazole-4-carbonyl)-1H-pyrazol-1-yl)-5-fluorobenzaldehyde